[Zn].CC1=C(C=O)C(=CC=C1)C 2,6-dimethylbenzaldehyde zinc